6-(2,3-dichlorophenyl)-5-methylpyrazine-2-carboxylic acid methyl ester COC(=O)C1=NC(=C(N=C1)C)C1=C(C(=CC=C1)Cl)Cl